(3S,5R,8R,9S,10S,13R,14S,16S,17R)-16-acetoxy-14-hydroxy-10,13-dimethyl-17-(2-oxo-2H-pyran-5-yl)hexadecahydro-1H-cyclopenta[a]phenanthren-3-yl 4-methyl-1,4-diazepane-1-carboxylate CN1CCN(CCC1)C(=O)O[C@H]1CC[C@@]2([C@H]3CC[C@@]4([C@H]([C@H](C[C@@]4([C@@H]3CC[C@@H]2C1)O)OC(C)=O)C=1C=CC(OC1)=O)C)C